BrC=1C=CC(=C(C1)NC(C1=C(C=C(C=C1C)C)C)=O)C(NCCOC)=O N-(5-Bromo-2-((2-methoxyethyl)carbamoyl)phenyl)-2,4,6-trimethylbenzamide